CC1=NN(C(C1)C1=CC=CC=C1)C(=O)C1CCN(CC1)C1=NC=CC=C1 (3-methyl-5-phenyl-4,5-dihydro-1H-pyrazol-1-yl)(1-(pyridin-2-yl)piperidin-4-yl)methanone